O1C(=CC(=C1)C(=O)[O-])C(=O)OC methyl furan-2,4-dicarboxylate